deuterodimethylamine [2H]N(C)C